2-tertiary butyl-4,5-dichloro-3(2H)-pyridazinone C(C)(C)(C)N1N=CC(=C(C1=O)Cl)Cl